CC(C(=O)NC=1SC(=CN1)C1=CC=NC=C1)(C)C 2,2-dimethyl-N-(5-pyridin-4-yl-thiazol-2-yl)-propionamide